C(C)(C)(C)OC(=O)NC1=C(C=C(C=C1)C=1C=NC=CC1)NC(=O)C1=CC=C(C=C1)S(=NC(OC(C)(C)C)=O)(=O)C tert-butyl N-[[4-[[2-(tert-butoxycarbonylamino)-5-(3-pyridyl)phenyl]carbamoyl]phenyl]-methyl-oxo-sulfanylidene]carbamate